(4E)-4-hydroxyiminovalerate O\N=C(\CCC(=O)[O-])/C